(1S,3S,5S)-5-methyl-2-((4-(pyridin-2-yloxy)benzoyl)glycyl)-2-azabicyclo[3.1.0]hexane-3-carboxylic acid C[C@@]12C[C@H](N([C@H]2C1)C(CNC(C1=CC=C(C=C1)OC1=NC=CC=C1)=O)=O)C(=O)O